C(C)OS(=O)(=O)[O-].C(C)N1C=[N+](C=C1)C 1-1-Ethyl-3-methylimidazolium ethyl-sulfate